1-(4-bromobutyl)-1H-indole BrCCCCN1C=CC2=CC=CC=C12